C(CCC)OC=1C=C(C=CC1)C1=C(C=C(C=C1)C(C)=O)C 1-(3'-butoxy-2-methyl-[1,1'-biphenyl]-4-yl)ethan-1-one